tricapryl trimellitate CCCCCCC(C)OC(=O)C1=CC(=C(C=C1)C(=O)OC(C)CCCCCC)C(=O)OC(C)CCCCCC